α-n-propylacrylate C(CC)C(C(=O)[O-])=C